hexyl dimethylpropanoate CC(C(=O)OCCCCCC)(C)C